FC(CC=1C=NN2C1N=C(N=C2N(CC2=NC1=C(N2COCC[Si](C)(C)C)C=CC=C1)CC1=CC=C(C=C1)OC)N1CCOCC1)F 8-(2,2-difluoroethyl)-N-(4-methoxybenzyl)-2-(morpholin-4-yl)-N-[(1-{[2-(trimethylsilyl)ethoxy]methyl}-1H-benzimidazol-2-yl)methyl]pyrazolo[1,5-a][1,3,5]triazin-4-amine